(3-aminopropyl)-2-azaspiro[3.3]Heptane-2-carboxylic acid tert-butyl ester C(C)(C)(C)OC(=O)N1C(C2(C1)CCC2)CCCN